(S)-3-(3-(4-hydroxy-1,6-dimethyl-2-oxo-1,2-dihydropyridin-3-yl)ureido)-3-(4-(2-methoxyphenoxy)phenyl)propanoic acid ethyl ester C(C)OC(C[C@@H](C1=CC=C(C=C1)OC1=C(C=CC=C1)OC)NC(=O)NC=1C(N(C(=CC1O)C)C)=O)=O